3-(benzyloxy)-1-(cyclobutylmethyl)-thienopyrimidine-2,4(1H,3H)-dione C(C1=CC=CC=C1)ON1C(N(C2=C(C1=O)SC=C2)CC2CCC2)=O